COC[C@@H](C1=CC=CC=C1)NC=1NC(CN1)=O 2-[[(1R)-2-methoxy-1-phenyl-ethyl]amino]-1,4-dihydroimidazol-5-one